(3R)-3-[4-amino-3-(4-phenoxyphenyl)-1H-pyrazolo[3,4-D]pyrimidine-1-yl]piperidine NC1=C2C(=NC=N1)N(N=C2C2=CC=C(C=C2)OC2=CC=CC=C2)[C@H]2CNCCC2